CC1=C(C(=O)N[C@H](C)C2=CC(=NC3=CC=CC=C23)C=2C=NN(C2)C)C=C(C=C1)C=1CCN(CC1)C (R)-2-methyl-5-(1-methyl-1,2,3,6-tetrahydropyridin-4-yl)-N-(1-(2-(1-methyl-1H-pyrazol-4-yl)quinolin-4-yl)ethyl)benzamide